COC(C(CC1=CC(=C(C=C1)OC)Cl)NC(\C=C\C[C@@H]([C@@H](\C=C\B1OC(C(O1)(C)C)(C)C)C)O[Si](C)(C)C(C)(C)C)=O)=O methyl-2-((2E-5S,6R-7E)-5-((tert-butyldimethylsilyl)oxy)-6-methyl-8-(4,4,5,5-tetramethyl-1,3,2-dioxaborolan-2-yl)octa-2,7-dienamido)-3-(3-chloro-4-methoxyphenyl)propanoate